5-chlorobenzofuran-7-amine ClC=1C=C(C2=C(C=CO2)C1)N